3-Phenylcarbonyl-7,8-dihydroxy-2H-chromen-2-one C1(=CC=CC=C1)C(=O)C=1C(OC2=C(C(=CC=C2C1)O)O)=O